2'-bromo-5,6-dihydro-[1,1'-biphenyl]-3(4H)-one BrC1=C(C=CC=C1)C1=CC(CCC1)=O